methyl-(2s,7ar)-2-fluoro-6-methylenetetrahydro-1H-pyrrolizine CC1[C@@H](CN2CC(C[C@H]12)=C)F